3-(methoxycarbonylmethyl-amino)-propionic acid methyl ester COC(CCNCC(=O)OC)=O